ClC1=NC2=CC=C(C=C2C=C1)N1CCCCC1 2-chloro-6-(piperidin-1-yl)quinoline